4,1'-methylenebis(2,6-diethylaniline) C(C1(N)C(C=CC=C1CC)CC)C1=CC(=C(N)C(=C1)CC)CC